1-(1H-benzo[d]imidazol-2-yl)-3-(3-(trifluoromethyl)phenyl)urea N1C(=NC2=C1C=CC=C2)NC(=O)NC2=CC(=CC=C2)C(F)(F)F